CC1=CC=C(C=C1)S(=O)(=O)OCC(COS(=O)(=O)C1=CC=C(C)C=C1)(C)C 2,2-dimethyl-1,3-propanediol di-p-toluenesulfonate